CN(C)C(=O)C=C N,N-dimethyl-2-propenamid